5-cyclopropyl-N-[5-(2,2-dimethylmorpholine-4-carbonyl)piperidin-3-yl]-N-(2-methylpropyl)-3-{[(1r,3r)-3-methoxycyclobutyl]amino}pyridine-2-carboxamide C1(CC1)C=1C=C(C(=NC1)C(=O)N(CC(C)C)C1CNCC(C1)C(=O)N1CC(OCC1)(C)C)NC1CC(C1)OC